methyl 4-[[[5-[2-(2-amino-3-pyridyl)-5-phenyl-imidazo[4,5-b]pyridin-3-yl]-2-pyridyl]amino]methyl]cyclohexanecarboxylate NC1=NC=CC=C1C1=NC=2C(=NC(=CC2)C2=CC=CC=C2)N1C=1C=CC(=NC1)NCC1CCC(CC1)C(=O)OC